tert-butyl (R)-(1,4-dioxo-7-phenyl-1-(tritylamino)heptan-3-yl)carbamate O=C(C[C@H](C(CCCC1=CC=CC=C1)=O)NC(OC(C)(C)C)=O)NC(C1=CC=CC=C1)(C1=CC=CC=C1)C1=CC=CC=C1